C[C@@H](CC)NC(=O)C=1C=C2C(=CC1)OCC[C@@]21[C@@H](C1)C(=O)NC1=C(C=CC(=C1)C#N)CCCC(=O)O 4-{2-[({(2'R,4S)-6-[(2S)-2-butanylcarbamoyl]-2,3-dihydrospiro[chromen-4,1'-cyclopropane]-2'-yl}carbonyl)amino]-4-cyanophenyl}butanoic acid